CC=1N=C(C2=C(N1)N=CC(=C2)O[C@@H]2COCC2)O (S)-2-methyl-6-((tetrahydrofuran-3-yl)oxy)pyrido[2,3-d]pyrimidin-4-ol